(S)-3-(5-(((3S,4S)-4-(Methoxymethyl)-1-((2-morpholinoquinazolin-6-yl)methyl)pyrrolidin-3-yl)oxy)-1-oxoisoindolin-2-yl)piperidine-2,6-dione COC[C@H]1[C@@H](CN(C1)CC=1C=C2C=NC(=NC2=CC1)N1CCOCC1)OC=1C=C2CN(C(C2=CC1)=O)[C@@H]1C(NC(CC1)=O)=O